(S)-5-(pyridin-2-yl)-2-(3-(5-(trifluoromethyl)pyridin-2-ylamino)pyrrolidin-1-yl)benzamide N1=C(C=CC=C1)C=1C=CC(=C(C(=O)N)C1)N1C[C@H](CC1)NC1=NC=C(C=C1)C(F)(F)F